1-(5-(4,4,5,5-tetramethyl-1,3,2-dioxaborolan-2-yl)pyridin-2-yl)piperidin-4-ol CC1(OB(OC1(C)C)C=1C=CC(=NC1)N1CCC(CC1)O)C